ClC=1C=C(C2=C(C(CO2)O)C1)S(=O)(=O)NC1=C(C(=C(C=C1)F)C=1C=C2C=NC(=NC2=C(C1)F)NC1CCN(CC1)CC)F 5-chloro-N-(3-(2-((1-ethylpiperidin-4-yl)amino)-8-fluoroquinazolin-6-yl)-2,4-difluorophenyl)-3-hydroxy-2,3-dihydrobenzofuran-7-sulfonamide